methyl 4-bromo-2-methylbenzo[d]thiazole-6-carboxylate BrC1=CC(=CC2=C1N=C(S2)C)C(=O)OC